C1(CC1)NC1=CC=C(C(=N1)F)C1=NN(C=C1C(=O)N[C@@H]1C(NC2=C(C(=N1)C1=CC=CC=C1)C=CC=C2F)=O)CC 3-[6-(cyclopropylamino)-2-fluoropyridin-3-yl]-1-ethyl-N-[(3S)-9-fluoro-2-oxo-5-phenyl-1,3-dihydro-1,4-benzodiazepine-3-yl]Pyrazole-4-carboxamide